ClC=1C=2C(C(=NN1)N[C@H](C)C1=C(C(=CC=C1)C(F)F)F)=CN(C(C2)=O)C2(CC2)C (R)-1-Chloro-4-((1-(3-(difluoromethyl)-2-fluorophenyl)ethyl)amino)-6-(1-methylcyclopropyl)pyrido[3,4-d]pyridazine-7(6H)-one